(R)-N-ethyl-5-fluoro-N-isopropyl-2-((5-(2-(6-((2-methoxy-2-methylpropyl)amino)-2-methylhex-3-yl)-2,6-diazaspiro[3.4]oct-6-yl)-1,2,4-triazin-6-yl)oxy)benzamide C(C)N(C(C1=C(C=CC(=C1)F)OC1=C(N=CN=N1)N1CC2(CN(C2)[C@@H](C(C)C)CCCNCC(C)(C)OC)CC1)=O)C(C)C